ClC=1C(=NC(=NC1)NC=1C(=NN(C1)C1CC2CCC(C1)N2C)C)NCCCNC(=O)C2CCC2 N-(3-((5-chloro-2-((3-methyl-1-(8-methyl-8-azabicyclo[3.2.1]octan-3-yl)-1H-pyrazol-4-yl)amino)pyrimidin-4-yl)amino)propyl)cyclobutanecarboxamide